1-[5-bromo-3-[(2,4-dimethoxyphenyl)methylamino]pyridin-2-yl]ethanone BrC=1C=C(C(=NC1)C(C)=O)NCC1=C(C=C(C=C1)OC)OC